C1(CC1)CNC1=C2C(=NC=3C=C(C(=CC13)OC)OCC1(CC1)CN1CCCC1)CCC2 N-(cyclopropylmethyl)-7-methoxy-6-({1-[(pyrrolidin-1-yl)methyl]cyclopropyl}methoxy)-1H,2H,3H-cyclopenta[b]quinolin-9-amine